ClC=1C=CC(=C2C(=NNC12)C)C#C[Si](C)(C)C 7-chloro-3-methyl-4-[2-(trimethylsilyl)ethynyl]-1H-indazole